2-amino-5-fluoronicotinaldehyde NC1=C(C=O)C=C(C=N1)F